C(N)(=O)C1=CC=C(C=N1)COC1=NC=CC(=N1)C1=CC(=C(CC2=NC3=C(N2C[C@H]2OCC2)C=C(C=C3)C(=O)O)C=C1F)F (S)-2-(4-(2-((6-carbamoylpyridin-3-yl)methoxy)pyrimidin-4-yl)-2,5-difluorobenzyl)-1-(oxetan-2-ylmethyl)-1H-benzo[d]imidazole-6-carboxylic acid